N-methyl-2-(1-methyl-1H-imidazol-4-yl)-2'-oxo-2',3'-dihydro-1'H-[1,5'-bi-benzo[d]imidazole]-5-carboxamide CNC(=O)C1=CC2=C(N(C(=N2)C=2N=CN(C2)C)C2=CC3=C(NC(N3)=O)C=C2)C=C1